C12(CC(C1)C2)NC2=NC(=NC=C2C=O)SC 4-(bicyclo[1.1.1]pent-1-ylamino)-2-(methylthio)pyrimidine-5-carbaldehyde